neopentyl azelate C(CCCCCCCC(=O)[O-])(=O)OCC(C)(C)C